(4-((S)-1-(methylamino)ethyl)thiazol-2-yl)(1H-pyrrolo[3,2-b]pyridin-3-yl)methanone CN[C@@H](C)C=1N=C(SC1)C(=O)C1=CNC=2C1=NC=CC2